N-(5-(2-(1-cyclopropylethyl)-3-oxo-4-((tetrahydrofuran-3-yl)oxy)-2,3-dihydro-1H-pyrrolo[3,4-c]pyridin-6-yl)-4-methylthiazol-2-yl)acetamide C1(CC1)C(C)N1C(C=2C(=NC(=CC2C1)C1=C(N=C(S1)NC(C)=O)C)OC1COCC1)=O